CC1=NC(=CC(=N1)NC1=C(C(=O)NOCC)C(=CC=N1)NC1=C(C=C(C=C1)C1=CC=NN1C)OC)C ((2,6-Dimethylpyrimidin-4-yl)amino)-N-ethoxy-4-((2-methoxy-4-(1-methyl-1H-pyrazole-5-yl)phenyl)amino)nicotinamide